1-(4-(7-(2-chloro-5-hydroxy-phenyl)-6-(trifluoro-methyl)quinazolin-4-yl)piperazin-1-yl)prop-2-en-1-one ClC1=C(C=C(C=C1)O)C1=C(C=C2C(=NC=NC2=C1)N1CCN(CC1)C(C=C)=O)C(F)(F)F